FC(C=1C=C(O[C@H]2CN(CC2)C2(CCC(CC2)(F)F)C(=O)N[C@@H](C)C2=CC=C(C(=O)OC)C=C2)C=CC1)(F)F Methyl 4-[(1S)-1-[[1-[(3R)-3-[3-(trifluoromethyl)phenoxy]pyrrolidin-1-yl]-4,4-difluorocyclohexane-1-carbonyl]amino]ethyl]benzoate